N-[5-[2-methyl-5-[[(2S)-1-methylpyrrolidin-2-yl]methoxy]-4-pyridyl]pyrazolo[1,5-a]pyridin-2-yl]cyclopropanecarboxamide CC1=NC=C(C(=C1)C1=CC=2N(C=C1)N=C(C2)NC(=O)C2CC2)OC[C@H]2N(CCC2)C